(S)-5-amino-4-(5-(((1R,2S,4S)-2-((tert-butoxycarbonyl) amino)-4-hydroxycyclohexyl) methyl)-1-oxoisoindolin-2-yl)-5-oxopentanoate NC([C@H](CCC(=O)[O-])N1C(C2=CC=C(C=C2C1)C[C@@H]1[C@H](C[C@H](CC1)O)NC(=O)OC(C)(C)C)=O)=O